O=C1NC=C(C(N1)=O)C=1C=C(C=2N(N1)C=CN2)N2C[C@H](C(C2)(F)F)OC2=NC=C(C#N)C=C2 (R)-6-((1-(6-(2,4-dioxo-1,2,3,4-tetrahydropyrimidin-5-yl)imidazo[1,2-b]pyridazin-8-yl)-4,4-difluoropyrrolidin-3-yl)oxy)nicotinonitrile